C(C)(C)(C)OC(=O)N1C[C@@H](OC[C@@H]1C1=CC=C(C=C1)N1C(=CC2=C1N=CNC2=O)Cl)C (2s,5s)-5-(4-(6-chloro-4-oxo-3,4-dihydro-7H-pyrrolo[2,3-d]pyrimidin-7-yl)phenyl)-2-methylmorpholine-4-carboxylic acid tert-butyl ester